CS(=O)[O-].[Li+] lithium methanesulfinate